L-glutamate sodium salt [Na+].N[C@@H](CCC(=O)[O-])C(=O)[O-].[Na+]